(E)-3-(1-Cyclobutyl-1H-pyrazol-3-yl)acrylonitrile C1(CCC1)N1N=C(C=C1)/C=C/C#N